FC(C1=CC2=C(N=C(N=C2)NC2CCN(CC2)S(=O)(=O)C)N(C1=O)[C@H]1[C@H](CCC1)C)([2H])F (-)-6-(difluoromethyl-d)-8-((1R,2S)-2-methylcyclopentyl)-2-((1-(methylsulfonyl)piperidin-4-yl)amino)pyrido[2,3-d]pyrimidin-7(8H)-one